ClC1=CC=C(OC=2C=C(CN3C[C@@H](N(CC3)C(=O)N3N=C(C(=C3)C)C(=O)O)C)C=CC2)C=C1 (S)-1-(4-(3-(4-chlorophenoxy)benzyl)-2-methylpiperazine-1-carbonyl)-4-methyl-1H-pyrazole-3-carboxylic acid